NC=1C(=C(OC=2C(=C(C(=O)OC)C(=CC2)[N+](=O)[O-])C)C(=CC1)F)Cl methyl 3-(3-amino-2-chloro-6-fluorophenoxy)-2-methyl-6-nitrobenzoate